5-((4'-(trifluoromethyl)-[1,1'-biphenyl]-4-yl)oxy)-1H-1,2,3-triazole-4-carboxylic acid FC(C1=CC=C(C=C1)C1=CC=C(C=C1)OC1=C(N=NN1)C(=O)O)(F)F